7-((6-methoxypyridin-3-yl)methyl)furo[3,2-b]pyridine-5-carboxylic acid methyl ester COC(=O)C1=CC(=C2C(=N1)C=CO2)CC=2C=NC(=CC2)OC